C1(CC1)NC=1C2=C(N=C(N1)CO)N(C(C21CCCC1)=O)C1=CC(=C(C=C1)N1CCOCC1)F 4'-(cyclopropylamino)-7'-[3-fluoro-4-(morpholin-4-yl)phenyl]-2'-(hydroxymethyl)-6',7'-dihydrospiro[cyclopentane-1,5'-pyrrolo[2,3-d]pyrimidin]-6'-one